2,2,3,3-tetrachloropropyl methacrylate C(C(=C)C)(=O)OCC(C(Cl)Cl)(Cl)Cl